(2s,3r,5r)-3-chloromethyl-3-methyl-7-oxo-4-thia-1-azabicyclo[3.2.0]heptane-2-carboxylic acid benzhydryl ester C(C1=CC=CC=C1)(C1=CC=CC=C1)OC(=O)[C@@H]1N2C(C[C@H]2S[C@@]1(C)CCl)=O